N-(1-oxo-2,3-dihydro-1H-inden-4-yl)acrylamide O=C1CCC2=C(C=CC=C12)NC(C=C)=O